benzyl 4-(1,2,4-triazol-1-ylsulfonyl)piperazine-1-carboxylate N1(N=CN=C1)S(=O)(=O)N1CCN(CC1)C(=O)OCC1=CC=CC=C1